bis(2-octyldodecyl) 3,3'-((2-(1-methylpyrrolidin-2-yl)ethyl)azanediyl)dipropionate CN1C(CCC1)CCN(CCC(=O)OCC(CCCCCCCCCC)CCCCCCCC)CCC(=O)OCC(CCCCCCCCCC)CCCCCCCC